FC(C)Cl 1-fluorochloroethane